NC1=NC=C2C(=N1)N(C(N(C2)C2=C(C=CC=C2C)Cl)=O)C2CCNCC2 7-Amino-3-(2-chloro-6-methyl-phenyl)-1-(4-piperidyl)-4H-pyrimido[4,5-d]pyrimidin-2-one